magnesium hydriodide I.[Mg]